S1C=NC2=C1C=CC(=C2)CN(C(C(=O)O)=O)C(C2CC2)C2CC2 2-((benzo[d]thiazol-5-ylmethyl)(dicyclopropylmethyl)amino)-2-oxoacetic acid